(S)-3-(4-((2,3-Dihydrobenzo[b][1,4]dioxin-2-yl)methyl)-piperazin-1-yl)isothiazolebenzyl-3-methyl-1H-pyrazol-5-one O1C2=C(OCC1CN1CCN(CC1)[C@@]1(NSC=C1)C1=CC=CC=C1CN1NC(=CC1=O)C)C=CC=C2